1-(4-(2,6-dioxopiperidin-3-yl)-3,5-difluorophenyl)azetidin-3-yl(3-chloro-4-methyl-5-(2-morpholinoethoxy)phenyl)carbamate O=C1NC(CCC1C1=C(C=C(C=C1F)N1CC(C1)N(C([O-])=O)C1=CC(=C(C(=C1)OCCN1CCOCC1)C)Cl)F)=O